5-(7-bromo-5-ethyl-5H-pyrrolo[3,2-c]pyridazin-3-yl)pyrimidine BrC1=CN(C2=C1N=NC(=C2)C=2C=NC=NC2)CC